O=C1NC(CCC1NC1=CC(=C(C=C1)N1CCN(CC1)[C@@H]1CC[C@H](CC1)C(=O)OC(C)(C)C)F)=O trans-tert-butyl 4-(4-(4-((2,6-dioxopiperidin-3-yl)amino)-2-fluorophenyl)piperazin-1-yl)cyclohexane-1-carboxylate